FC(C(=O)O)(F)F.C(N)(=O)C1=CC2=C(N(C(=N2)NC(=O)C2=CC(=NN2CC)C)C/C=C/CNC(OC(C)(C)C)=O)C(=C1)OCCCN1CCOCC1 tert-Butyl (E)-(4-(5-carbamoyl-2-(1-ethyl-3-methyl-1H-pyrazole-5-carboxamido)-7-(3-morpholinopropoxy)-1H-benzo[d]imidazol-1-yl)but-2-en-1-yl)carbamate trifluoroacetic acid salt